5-amino-3,4-dihydroisoquinolin NC1=C2CCN=CC2=CC=C1